C(CC)OC(C1=CC=CC=C1)(C(=O)C1=CC=CC=C1)OCCC benzil dipropyl ketal